1-(methyl-d3)-5-((2R,4S)-4-(7-methyl-4-(3-(trifluoromethyl)bicyclo[1.1.1]-pentan-1-yl)pyrido[2,3-d]pyrimidin-2-yl)tetrahydro-2H-pyran-2-yl)pyridin-2(1H)-one C(N1C(C=CC(=C1)[C@@H]1OCC[C@@H](C1)C=1N=C(C2=C(N1)N=C(C=C2)C)C21CC(C2)(C1)C(F)(F)F)=O)([2H])([2H])[2H]